N1C=C(C2=CC=CC=C12)CC(CCCC)C1=C(N=C2N1CCN(C2)C2CC(C2)(C)O)C(=O)N (1-(1H-indol-3-yl)hexane-2-yl)-7-(3-hydroxy-3-methylcyclobutyl)-5,6,7,8-tetrahydroimidazo[1,2-a]pyrazine-2-carboxamide